2-((S)-4-{7-(5-methyl-1H-indazol-4-yl)-2-[((S)-1-methylpyrrolidin-2-yl)methoxy]-5,6,7,8-tetrahydropyrido[3,4-d]pyrimidin-4-yl}piperazin-2-yl)acetonitrile CC=1C(=C2C=NNC2=CC1)N1CC=2N=C(N=C(C2CC1)N1C[C@@H](NCC1)CC#N)OC[C@H]1N(CCC1)C